FC(C1=NN=C(O1)C1=NC(NC=C1)=O)F 4-(5-(difluoromethyl)-1,3,4-oxadiazol-2-yl)pyrimidin-2(1H)-one